ClC1=CC(=CC=2NC(=NC21)C(=O)N2[C@@H](C=1C=CC=NC1CC2)C)F (R)-(4-chloro-6-fluoro-1H-benzo[d]imidazol-2-yl)(5-methyl-7,8-dihydro-1,6-naphthyridin-6(5H)-yl)methanone